1-(aminomethyl)-1-cyclohexaneacetic acid NCC1(CCCCC1)CC(=O)O